[Si](C1=CC=CC=C1)(C1=CC=CC=C1)(C(C)(C)C)OCC(CN1[C@@H](C=2NC3=CC=CC=C3C2C[C@H]1C)C1=CN=C(S1)O[C@H]1CN(OC1)CCCF)(F)F (S)-4-((5-((1S,3R)-2-(3-((tert-Butyldiphenylsilyl)oxy)-2,2-difluoropropyl)-3-methyl-2,3,4,9-tetrahydro-1H-pyrido[3,4-b]indol-1-yl)thiazol-2-yl)oxy)-2-(3-fluoropropyl)isoxazolidine